5-((4-((4'-fluoro-[1,1'-biphenyl]-2-yl)methyl)piperazin-1-yl)methyl)-1-oxoisoindole FC1=CC=C(C=C1)C1=C(C=CC=C1)CN1CCN(CC1)CC=1C=C2C=NC(C2=CC1)=O